(2S,3S,4R,5R)-4-[[3-(3,4-Difluorophenyl)-4,5-dimethyl-5-(trifluoromethyl)tetrahydrofuran-2-carbonyl]amino]pyridin-2-carboxamid FC=1C=C(C=CC1F)[C@H]1[C@H](O[C@]([C@@H]1C)(C(F)(F)F)C)C(=O)NC1=CC(=NC=C1)C(=O)N